OC1CC(C1)C(=O)NC 3-hydroxy-N-methylcyclobutane-1-carboxamide